ethyl 5-((6-methylpyridin-2-yl)amino)-1,3,4-thiadiazole-2-carboxylate CC1=CC=CC(=N1)NC1=NN=C(S1)C(=O)OCC